C(C)(C)(C)OC(=O)N1CCC(CC1)C=1C=NC(=C(C1)C)C(F)(F)F 4-[5-methyl-6-(trifluoromethyl)-3-pyridinyl]piperidine-1-carboxylic acid tert-butyl ester